C(#N)CC1(CN(C1)C1CCN(CC1)C(=O)NC1=NC=CC=C1C(F)(F)F)N1C=C(C=C1)C=1C2=C(N=CN1)NC=C2 4-{3-(cyanomethyl)-3-[3-(7H-pyrrolo[2,3-d]pyrimidin-4-yl)-1H-pyrrol-1-yl]azetidin-1-yl}-N-[3-(trifluoromethyl)pyridin-2-yl]piperidine-1-carboxamide